2-((6-chloro-3-methyl-2,4-dicarbonyl-3,4-dihydropyridin-1(2H)-yl)methyl)benzonitrile ClC1=CC(C(C(N1CC1=C(C#N)C=CC=C1)=C=O)C)=C=O